NC1=C(C=C(N=N1)C1=C(C=CC=C1)O)N1CC2CCC(C1)N2C2=CC(=NC=C2)C#CCN2C1CCC(CC2)CC1 2-[6-amino-5-[8-[2-[3-(2-azabicyclo[3.2.2]nonan-2-yl)prop-1-ynyl]-4-pyridyl]-3,8-diazabicyclo[3.2.1]octan-3-yl]pyridazin-3-yl]phenol